N-(adamantan-1-yl)-4,5-dihydro-4-(4-fluoro-1-butyl)-7-hydroxy-1-methyl-5-oxo-2H-pyrazolo[4,3-b]pyridin-6-carboxamide C12(CC3CC(CC(C1)C3)C2)NC(=O)C2=C(C3=C(N(C2=O)CCCCF)CNN3C)O